tert-Butyl (2S)-3-cyano-2-methyl-4-oxopiperidine-1-carboxylate C(#N)C1[C@@H](N(CCC1=O)C(=O)OC(C)(C)C)C